4-((7-((adamantan-1-yl)amino)heptyl)oxy)-2-(2,6-dioxopiperidin-3-yl)isoindoline-1,3-dione C12(CC3CC(CC(C1)C3)C2)NCCCCCCCOC2=C3C(N(C(C3=CC=C2)=O)C2C(NC(CC2)=O)=O)=O